ClC1=CC=C(C=C1)C1=NC(=NC(=N1)C1=CC=CC=C1)C1=C(C2=CC=CC=C2C=C1)C1=CC=2C3=CC=CC=C3C3=CC=CC=C3C2C=C1 2-(4-chlorophenyl)-4-phenyl-6-(1-(triphenylen-2-yl)naphthalen-2-yl)-1,3,5-triazine